4-((4-(2-(dimethylphosphoryl)phenoxy)-5-(trifluoromethyl)pyrimidin-2-yl)amino)benzoic acid CP(=O)(C)C1=C(OC2=NC(=NC=C2C(F)(F)F)NC2=CC=C(C(=O)O)C=C2)C=CC=C1